5-(3-amino-2-fluoro-phenyl)-7-methyl-7H-pyrrolo[2,3-d]pyrimidin-4-ylamine NC=1C(=C(C=CC1)C1=CN(C=2N=CN=C(C21)N)C)F